C(C)C1=NOC(=N1)C=1C=CC(=C(C1)NCC(=O)C1=CNC2=CC(=CC=C12)OC)OC 2-((5-(3-ethyl-1,2,4-oxadiazol-5-yl)-2-methoxyphenyl)amino)-1-(6-methoxy-1H-indol-3-yl)ethan-1-one